COC=1C=C2C=C(N(C2=CC1C=C)S(=O)(=O)C1=CC=C(C)C=C1)CNC(=O)C1(CC1)C N-((5-methoxy-1-tosyl-6-vinyl-1H-indol-2-yl)methyl)-1-methylcyclopropane-1-carboxamide